3-[5-[2-(4-Amino-1-piperidyl)ethyl]-3-methyl-2-oxo-benzimidazol-1-yl]piperidine-2,6-dione NC1CCN(CC1)CCC1=CC2=C(N(C(N2C)=O)C2C(NC(CC2)=O)=O)C=C1